FC1=CC=C2C=NC(=NC2=C1C1=NC=CC(=C1)NC(C=C)=O)NC=1C=NC(=CC1)NC1CNCC1 N-(2-(7-fluoro-2-((6-(pyrrolidin-3-ylamino)pyridin-3-yl)amino)quinazolin-8-yl)pyridin-4-yl)acrylamide